C(#N)C1=CC(=C(C=C1)NS(=O)(=O)C1=CNC=C1CC1=CC(=CC=C1)OC(F)F)F N-(4-cyano-2-fluoro-phenyl)-4-[[3-(difluoromethoxy)phenyl]methyl]-1H-pyrrole-3-sulfonamide